C(C)(=O)C=1C(=NC(=CC1)Cl)N1N=C(C=C1C)C(=O)NC 1-(3-acetyl-6-chloro-2-pyridyl)-N,5-dimethyl-pyrazole-3-carboxamide